tert-butyl 4-[7-({8-fluoro-2-methylimidazo[1,2-a]pyridin-6-yl} carbamoyl)-1-methyl-1,2,3-benzotriazol-4-yl]piperazine-1-carboxylate FC=1C=2N(C=C(C1)NC(=O)C1=CC=C(C3=C1N(N=N3)C)N3CCN(CC3)C(=O)OC(C)(C)C)C=C(N2)C